(3E)-4-cyclopropyl-2-oxo-3-butenoic acid ethyl ester C(C)OC(C(\C=C\C1CC1)=O)=O